BrC=1C(=CC(N(C1)C)=O)C1=C(C=C(C=C1)F)Cl 5-bromo-4-(2-chloro-4-fluoro-phenyl)-1-methyl-2(1H)-pyridone